C(C)(C)(C)OC(=O)NCCCC[C@@H](C(=O)OC)NC(=O)N1C=CC2=C1N=CN=C2C=2C=NN(C2)C2(CN(C2)S(=O)(=O)CC)CC#N methyl (2S)-6-(tert-butoxycarbonylamino)-2-[[4-[1-[3-(cyanomethyl)-1-ethylsulfonyl-azetidin-3-yl]pyrazol-4-yl]pyrrolo[2,3-d]pyrimidine-7-carbonyl]amino]Hexanoate